benzyl-4-[[(2S)-2-methylpiperazin-1-yl]methyl]piperidine-1-carboxylate C(C1=CC=CC=C1)OC(=O)N1CCC(CC1)CN1[C@H](CNCC1)C